methyl 4-chloro-3-(cyanomethyl)benzoate ClC1=C(C=C(C(=O)OC)C=C1)CC#N